FC(C1=NC=CC=C1C(=O)NC1=C2C(CC(C2=CC=C1)(C)C)C)F 2-(difluoromethyl)-N-(1,1,3-trimethyl-indan-4-yl)pyridine-3-carboxamide